perfluoro-7-methyl-octyl iodide FC(C(C(C(C(C(C(C(F)(F)F)(C(F)(F)F)F)(F)F)(F)F)(F)F)(F)F)(F)F)(F)I